CN1C2(N(CCN(CC1)CCN2C)C)P(=O)=O 2,8,9-trimethyl-2,5,8,9-tetraaza-1-phosphobicyclo(3.3.3)undecane